Cl.C12CCCC(CC1)N2 8-azabicyclo[3.2.1]octane hydrochloride